6-(2-chlorophenyl)-3-(4-methyl-5-(tetrahydro-2H-pyran-4-yl)pyridin-3-yl)thieno[3,2-d]pyrimidine-2,4(1H,3H)-dione ClC1=C(C=CC=C1)C1=CC=2NC(N(C(C2S1)=O)C=1C=NC=C(C1C)C1CCOCC1)=O